ClC1=NC2=C(C=C(C=C2C(N1N1CCOCC1)=O)C)I 2-chloro-8-iodo-6-methyl-3-morpholinoquinazolin-4(3H)-one